(S)-1-(3-fluorobicyclo[1.1.1]pentan-1-yl)-3-(isoquinolin-4-yl)-2-oxoimidazolidine-4-carbonitrile FC12CC(C1)(C2)N2C(N([C@@H](C2)C#N)C2=CN=CC1=CC=CC=C21)=O